ClC=1C=C(C(=NC1)OC)S(=O)(=O)NC1=C(C(=CC=C1)C1=CC2=C(N=C(N=C2)NC)N2C1=NN=C2)F 5-chloro-N-(2-fluoro-3-(2-(methylamino)-[1,2,4]triazolo[4',3':1,6]pyrido[2,3-d]pyrimidin-6-yl)phenyl)-2-methoxypyridine-3-sulfonamide